C1(CCCCC1)NC1=C(C=C(C=C1)NS(=O)(=O)C)NC(C=C)=O N-(2-(cyclohexylamino)-5-(N-methylsulfonylamino)phenyl)acrylamide